3,5-bis(trifluoromethyl)-benzaldehyde FC(C=1C=C(C=O)C=C(C1)C(F)(F)F)(F)F